4-((3S,5R)-4-propenoyl-3,5-dimethylpiperazin-1-yl)-6,7-dichloro-1-(2-isopropyl-4-methylpyridin-3-yl)-2-oxo-1,2-dihydroquinoline-3-carbonitrile C(C=C)(=O)N1[C@H](CN(C[C@H]1C)C1=C(C(N(C2=CC(=C(C=C12)Cl)Cl)C=1C(=NC=CC1C)C(C)C)=O)C#N)C